N-(3-chloro-5-(methylsulfonyl)phenyl)-1-(2-(5-fluoropyridin-3-yl)phenyl)-1H-pyrazole-4-carboxamide ClC=1C=C(C=C(C1)S(=O)(=O)C)NC(=O)C=1C=NN(C1)C1=C(C=CC=C1)C=1C=NC=C(C1)F